(5R)-7-benzyl-1,3,7-triazaspiro[4.4]nonane-2,4-dione C(C1=CC=CC=C1)N1C[C@@]2(C(NC(N2)=O)=O)CC1